Methyl 4-Bromobutyrate BrCCCC(=O)OC